The molecule is a peptide anion obtained by deprotonation of the carboxy groups of Asp-Gly-Glu. It is a conjugate base of an Asp-Gly-Glu. C(CC(=O)[O-])[C@@H](C(=O)[O-])NC(=O)CNC(=O)[C@H](CC(=O)[O-])N